2-phenyl-N-(tetrahydro-2H-thiopyran-4-yl)propionamide C1(=CC=CC=C1)C(C(=O)NC1CCSCC1)C